C(CCCCCC(C)(C)C)(=O)OC(C)CN(CCN(CC(C)O)CC(C)O)CC(C)O 1'''-(1,2-ethanediyldinitrilo)tetrakis[2-propanol] neodecanoate